(1R,3S)-3-((5-fluoro-4-(3-(2-oxo-1,2-dihydropyridin-3-yl)phenyl)pyrimidin-2-yl)amino)cyclopentane-1-carboxamide FC=1C(=NC(=NC1)N[C@@H]1C[C@@H](CC1)C(=O)N)C1=CC(=CC=C1)C=1C(NC=CC1)=O